methyl 3,3-dimethoxy-2-methyl-propionate COC(C(C(=O)OC)C)OC